C(C1=CC=CC=C1)OC1=CC=C(C=C1)C=1C=CC(=C(C1)C=1C(CC(CC1OCC)(C)C)=O)C 2-[5-(4-benzyloxyphenyl)-2-methyl-phenyl]-3-ethoxy-5,5-dimethyl-cyclohex-2-en-1-one